(S)-4-(2-(3-fluoro-4-methoxyphenyl)-5-(pyrrolidin-3-ylamino)-1H-indol-1-yl)benzonitrile FC=1C=C(C=CC1OC)C=1N(C2=CC=C(C=C2C1)N[C@@H]1CNCC1)C1=CC=C(C#N)C=C1